C(CCCCC)O Hexylalcohol